CC1N(CCC12CCN(CC2)C(=O)OC(C)(C)C)C(=O)OCC2=CC=CC=C2 2-benzyl 8-tert-butyl 1-methyl-2,8-diazaspiro[4.5]decane-2,8-dicarboxylate